(S)-9-ethyl-5-fluoro-9-hydroxy-13-thiocarbonyl-2,3,13,15-tetrahydro-1H,7H,12H-pyrano[3',4':6,7]indolizino[2,1-b]pyrido[3,2,1-ij]quinoline-7,10(9H)-dione C(C)[C@]1(C(OCC=2C(N3CC=4N5C6=C(C=C(C=C6C(C4C3=CC21)=O)F)CCC5)=C=S)=O)O